C(OCF)(OC(F)F)=O (fluoromethyl) (difluoromethyl) carbonate